C(#N)C=1C=CC=2C3=C(NC2C1)C(=C(C=N3)C(=O)NCC=3N=COC3)NC(C)C 7-cyano-4-(isopropylamino)-N-(oxazol-4-ylmethyl)-5H-pyrido[3,2-b]indole-3-carboxamide